FC=1C=C(C=C(C1)F)[C@H](C(=O)N1CC2=C(N=C(NC2=O)C2(CC2)C2=CC=CC=C2)CC1)O |r| racemic-6-(2-(3,5-difluorophenyl)-2-hydroxyacetyl)-2-(1-phenylcyclopropyl)-5,6,7,8-tetrahydropyrido[4,3-d]pyrimidin-4(3H)-one